3-(2-bromo-3-fluorophenoxy)propan-1-ol BrC1=C(OCCCO)C=CC=C1F